4-(4-amino-2,3-difluorophenyl)piperazine-1-carboxylic acid tert-butyl ester C(C)(C)(C)OC(=O)N1CCN(CC1)C1=C(C(=C(C=C1)N)F)F